C(C)OC(CCC(=O)C1=NC(=CC(=C1O)C#N)C1=CC=C(C=C1)F)=O 4-[4-Cyano-6-(4-fluoro-phenyl)-3-hydroxy-pyridin-2-yl]-4-oxo-butyric acid ethyl ester